C(C)(C)(C)N1N=NC(=C1)C(=O)NCC1=C(C=C(C=C1)C1=C(C=NC=C1)OC1CN(C1)C(\C=C\CN(C)C)=O)C (E)-1-(tert-butyl)-N-(4-(3-((1-(4-(dimethylamino)but-2-enoyl)azetidin-3-yl)oxy)pyridin-4-yl)-2-methylbenzyl)-1H-1,2,3-triazole-4-carboxamide